ClC=1C(=NC=C(C1)C(F)(F)F)C(=O)O.COC(=O)C1=NOC=N1 1,2,4-oxadiazole-3-carboxylic acid methyl ester 3-chloro-5-trifluoromethylpyridine-2-carboxylate